OC1CC2=CC=C(C=C2C1)NC(OC(C)(C)C)=O tert-butyl (2-hydroxy-2,3-dihydro-1H-inden-5-yl)carbamate